(2-bromophenyl)aniline BrC1=C(C=CC=C1)NC1=CC=CC=C1